CC(CC(=O)C1=CC2=CC=CC=C2C=C1)(CCC)C 3,3-dimethyl-1-(2-naphthyl)-1-hexanone